2-[[[1-[5-[[3-(diethylamino)-1-oxopropyl]amino]-2-(1-methylethyl)phenyl]-5-(2,6-dimethoxyphenyl)-1H-pyrazol-3-yl]carbonyl]amino]tricyclo[3.3.1.13,7]decane-2-carboxylic acid C(C)N(CCC(=O)NC=1C=CC(=C(C1)N1N=C(C=C1C1=C(C=CC=C1OC)OC)C(=O)NC1(C2CC3CC(CC1C3)C2)C(=O)O)C(C)C)CC